(E)-4-(2-(3',5'-dimethoxy-[1,1'-biphenyl]-4-yl)vinyl)-2,6-bis((4,7-dimethyl-1,4,7-triazonan-1-yl)methyl)phenol COC=1C=C(C=C(C1)OC)C1=CC=C(C=C1)/C=C/C1=CC(=C(C(=C1)CN1CCN(CCN(CC1)C)C)O)CN1CCN(CCN(CC1)C)C